C1(CC1)C=1SC(=C(N1)C1=NC(=CC=C1)C)OC1=CC(=NC=C1)NC=1C=C(C=CC1)S(=O)(=O)N 3-((4-((2-cyclopropyl-4-(6-methylpyridin-2-yl)thiazol-5-yl)oxy)pyridin-2-yl)amino)benzenesulfonamide